6-(4,5-DIMETHYLPYRAZOL-1-YL)-N-(1-METHYLINDAZOL-7-YL)PYRIDINE-3-SULFONAMIDE CC=1C=NN(C1C)C1=CC=C(C=N1)S(=O)(=O)NC=1C=CC=C2C=NN(C12)C